FC1=CC=C(C=C1)S(=O)(=O)N1CC(C1)S(=O)(=O)C1=CC=CC=C1 N-(4-fluorobenzenesulfonyl)-3-phenylsulfonylazetidine